2-Chloro-N-[[6-[3-(5,5-dimethylpyrrolidin-3-yl)propoxy]-2-pyridyl]sulfonyl]-6-[3-[2-[1-(trifluoromethyl)cyclopropyl]ethoxy]pyrazol-1-yl]pyridine-3-carboxamide ClC1=NC(=CC=C1C(=O)NS(=O)(=O)C1=NC(=CC=C1)OCCCC1CNC(C1)(C)C)N1N=C(C=C1)OCCC1(CC1)C(F)(F)F